(±)-tert-butyl 3-(2,7-dichloro-8-fluoropyrido[4,3-d]pyrimidin-4-yl)-8-azabicyclo[3.2.1]oct-2-ene-8-carboxylate ClC=1N=C(C2=C(N1)C(=C(N=C2)Cl)F)C2=CC1CCC(C2)N1C(=O)OC(C)(C)C